2-fluoro-N-(6-(5-fluoro-4-methylpyridin-3-yl)benzo[d]thiazol-2-yl)cyclopropane-1-carboxamide FC1C(C1)C(=O)NC=1SC2=C(N1)C=CC(=C2)C=2C=NC=C(C2C)F